CN1CC=CC(=C1)N1CCN(CC1)CC1=C(C=2NC(C=3N(C2S1)C=CC3)=O)C N-methyl-5-(4-((3-methyl-5-oxo-4,5-dihydropyrrolo[1,2-a]thieno[3,2-e]pyrazin-2-yl)methyl)piperazin-1-yl)pyridine